CC=1C=NC=CC1 dl-m-methylpyridine